C1(CCCC1)N1[C@@H](CCCC1)CC(=O)NC=1C=C(C(=NC1)C)NC(=O)C=1C=NN2C1C=NC(=C2)C=2C=NN(C2)C (S)-N-(5-(2-(1-cyclopentylpiperidin-2-yl)acetamido)-2-methylpyridin-3-yl)-6-(1-methyl-1H-pyrazol-4-yl)pyrazolo[1,5-a]pyrazine-3-carboxamide